2,2,2-trifluoroethyl 2-((2S,5R)-5-methyl-2-phenyl-4-pivaloylpiperazin-1-yl)-2-oxoacetate C[C@H]1N(C[C@@H](N(C1)C(C(=O)OCC(F)(F)F)=O)C1=CC=CC=C1)C(C(C)(C)C)=O